C1(CCCC1)COC=1C=C(C=CC1NS(=O)(=O)CC)C1=NNC(=C1C(=O)N)NC1=NC=CN=C1 3-(3-(cyclopentylmethoxy)-4-(ethylsulfonamido)phenyl)-5-(pyrazin-2-ylamino)-1H-pyrazole-4-carboxamide